cyclobutyl 3,4-dichlorobenzoate ClC=1C=C(C(=O)OC2CCC2)C=CC1Cl